C=C(C)C=1SC=CN1 2-(prop-1-en-2-yl)thiazole